1,3-dipropyl-7-methyl-8-dicyclohexylmethylxanthine C(CC)N1C(=O)N(C=2N=C(N(C2C1=O)C)C(C1CCCCC1)C1CCCCC1)CCC